COCCOC=1C=C(C(=O)OC)C=C(C1[N+](=O)[O-])NCC1=CN=CS1 methyl 3-(2-methoxyethoxy)-4-nitro-5-((thiazol-5-ylmethyl)amino)benzoate